1-(1-(2-((2-chlorophenyl)amino)pyrimidin-4-yl)-1H-pyrazol-4-yl)-3-(1-(3-chloro-phenyl)ethyl)urea ClC1=C(C=CC=C1)NC1=NC=CC(=N1)N1N=CC(=C1)NC(=O)NC(C)C1=CC(=CC=C1)Cl